C12(CC1)COC1=CC=CC=C1C2=O spiro[chromane-3,1'-cyclopropane]-4-one